imidazo[1,5-a]pyridine-3-carboxylic acid methyl ester COC(=O)C1=NC=C2N1C=CC=C2